FC1=C(C(=O)N(C)C)C=CC(=C1)NC1CN(C1)C1CCN(CC1)C([C@](C(F)(F)F)(C1=CC=CC=C1)O)=O (S)-2-fluoro-N,N-dimethyl-4-((1-(1-(3,3,3-trifluoro-2-hydroxy-2-phenylpropanoyl)piperidin-4-yl)azetidin-3-yl)amino)benzamide